C(C1=CC=CC=C1)C1=CN=C(N1)[C@H]1N(C[C@@H](C1)O)C([C@H](C(C)(C)C)NC(OC(C)(C)C)=O)=O tert-butyl ((S)-1-((2S,4R)-2-(5-benzyl-1H-imidazol-2-yl)-4-hydroxypyrrolidin-1-yl)-3,3-dimethyl-1-oxobutan-2-yl)carbamate